(1R,2S,5S)-N-{(2S)-1-amino-1-oxo-3-[(3S)-2-oxo-pyrrolidin-3-yl]propan-2-yl}-6,6-dimethyl-3-[3-methyl-N-(trifluoroacetyl)-L-valyl]-3-azabicyclo[3.1.0]hexane-2-carboxamide NC([C@H](C[C@H]1C(NCC1)=O)NC(=O)[C@@H]1[C@H]2C([C@H]2CN1C([C@@H](NC(C(F)(F)F)=O)C(C)(C)C)=O)(C)C)=O